2,6-diformyl-4-methyl-phenol C(=O)C1=C(C(=CC(=C1)C)C=O)O